FC=1C=C2C(C(=CN(C2=CC1N1[C@H](CCC1)COC1=NC=CC=N1)C1=C(C=C(C=C1)O)F)C(=O)O)=O (R)-6-fluoro-1-(2-fluoro-4-hydroxyphenyl)-4-oxo-7-(2-((pyrimidin-2-yloxy)methyl)pyrrolidin-1-yl)-1,4-dihydroquinoline-3-carboxylic acid